ClC=1C=C(C(=NC1)OC)C1=C(C=NC(=C1)C)C(=O)O 5-chloro-2-methoxy-6'-methyl-[3,4'-bipyridine]-3'-carboxylic acid